CN1N=C2C=C(C=C(C2=C1)O[C@H](C)[C@@H]1CC(NC1)=O)C1=CC=C(C=C1)N1CCOCC1 (4R)-4-[(1R)-1-[2-methyl-6-(4-morpholinylphenyl)indazol-4-yl]oxyethyl]-pyrrolidin-2-one